S1CCNC=C1C(=O)OCC ethyl 3,4-dihydro-2H-1,4-thiazine-6-carboxylate